N-ethyl-6,7-difluoro-2-hydrazinyl-N-Phenylquinazolin-4-amine C(C)N(C1=NC(=NC2=CC(=C(C=C12)F)F)NN)C1=CC=CC=C1